C(=O)(O)CN1C=C(C=CC1=O)N(C(=O)[C@@H]1CN(CCC1)C1=CN=CC2=CC=CC=C12)CCCCCCCCCCCCCCNC(=O)C1=C(C(=O)O)C=CC=C1 (S)-2-((14-(N-(1-(carboxymethyl)-6-oxo-1,6-dihydropyridin-3-yl)-1-(isoquinolin-4-yl)piperidine-3-carboxamido)tetradecyl)carbamoyl)benzoic acid